ethyl 2-(7-cyano-5-(trifluoromethyl) benzo[b]thiophen-2-yl)-4-methylthiazole-5-carboxylate C(#N)C1=CC(=CC2=C1SC(=C2)C=2SC(=C(N2)C)C(=O)OCC)C(F)(F)F